C12OCC(NC2C1)C1=CC=C(C=C1)N1C(=CC2=C1N=CN(C2=O)CC2(CCN(CC2)C(C2=CC=C(C=C2)Cl)=O)O)Cl 7-(4-(2-oxa-5-azabicyclo[4.1.0]hept-4-yl)phenyl)-6-chloro-3-((1-(4-chlorobenzoyl)-4-hydroxypiperidin-4-yl)methyl)-3,7-dihydro-4H-pyrrolo[2,3-d]pyrimidin-4-one